2-((1-(4-(difluoromethoxy)phenyl)-5-isobutyl-1H-pyrazol-3-yl)amino)-5-(thiophen-2-yl)nicotinic acid FC(OC1=CC=C(C=C1)N1N=C(C=C1CC(C)C)NC1=C(C(=O)O)C=C(C=N1)C=1SC=CC1)F